(S)-1-(4-(trifluoromethoxy)phenyl)ethan-1-amine hydrochloride Cl.FC(OC1=CC=C(C=C1)[C@H](C)N)(F)F